N1=C(C=CC=C1)SS[C@H]1[C@@H](COC1)O |r| racemic-trans-4-(2-pyridyldisulfanyl)tetrahydrofuran-3-ol